4'-(dipropylamino)-[1,1'-biphenyl]-4-yl ((5-fluoro-2,4-dioxo-3,4-dihydropyrimidin-1(2H)-yl) methyl) carbonate C(OC1=CC=C(C=C1)C1=CC=C(C=C1)N(CCC)CCC)(OCN1C(NC(C(=C1)F)=O)=O)=O